N-(1-phenethylpiperidin-4-yl)-N-(4-fluorophenyl)furan-2-carboxamide C(CC1=CC=CC=C1)N1CCC(CC1)N(C(=O)C=1OC=CC1)C1=CC=C(C=C1)F